pyridine-3-sulfonic acid N1=CC(=CC=C1)S(=O)(=O)O